CN1C=2C(NC(=NC2NCC1CNC1=CC=C(C(N[C@@H](CCC(=O)O)C(=O)O)=O)C=C1)N)=O.CN1C=2C(NC(=NC2NCC1CNC1=CC=C(C(N[C@@H](CCC(=O)O)C(=O)O)=O)C=C1)N)=O 5-methyl-tetrahydrofolic acid (5-methyl tetrahydrofolate)